methyl undecylate C(CCCCCCCCCC)(=O)OC